N1N=C(C=C1)CN1C(C2=CC=C(C=C2C=N1)S(=O)(=O)C1=CC2=C(OCCN2C(=O)OC(C)(C)C)C=C1)=O tert-butyl 6-((2-((1H-pyrazol-3-yl)methyl)-1-oxo-1,2-dihydrophthalazin-6-yl)sulfonyl)-2,3-dihydro-4H-benzo[b][1,4]oxazine-4-carboxylate